(5,6-dichloro-1H-pyrrolo[2,3-b]pyridin-4-yl)methanol ClC=1C(=C2C(=NC1Cl)NC=C2)CO